FC1=CC=C(C=C1)[C@@]1(CCOC2(CCCC2)C1)CCNCC=1C=NC=C(C1)C(F)(F)F {2-[(9R)-9-(4-fluorophenyl)-6-oxaspiro[4.5]decan-9-yl]ethyl}({[5-(trifluoromethyl)pyridin-3-yl]methyl})amin